5-(2,2-Dimethyl-6-methylenecyclohexyl)-3-methylenepentan-2-yl acetate C(C)(=O)OC(C)C(CCC1C(CCCC1=C)(C)C)=C